N1=CC=C(C=C1)C=1NC(C2=CC=NC=C2C1)=O 3-(Pyridin-4-yl)-2,6-naphthyridin-1(2H)-one